C[C@@H]1CN(C[C@@H](N1)C)C=1SC2=C(N1)C=CC(=C2)C(F)(F)F 2-[(3R,5S)-3,5-dimethylpiperazin-1-yl]-6-(trifluoromethyl)-1,3-benzothiazole